BrC=1C=C(C=CC1F)C(CN(C)C)N1C(C=C(C=C1)C1=CNC2=NC=C(C=C21)N2CCOCC2)=O 1-(1-(3-bromo-4-fluorophenyl)-2-(dimethylamino)ethyl)-4-(5-morpholino-1H-pyrrolo[2,3-b]pyridin-3-yl)pyridin-2(1H)-one